2-((7-cyclopropyl-1-(2-methylpyridin-3-yl)-2-oxo-1,2-dihydroquinazolin-4-yl)-amino)-N,N-dimethylethane-1-sulfonamide C1(CC1)C1=CC=C2C(=NC(N(C2=C1)C=1C(=NC=CC1)C)=O)NCCS(=O)(=O)N(C)C